NC1=C(C=C(C=C1)C1=CC(=C(C=C1)N)C(=O)[O-])C(=O)[O-] 4,4'-diaminobiphenyl-3,3'-dicarboxylate